N(=[N+]=[N-])CCOCCOCCOC(CCCOC=1C=C(C(=O)O)C=C(C1OCCCC(OCCOCCOCCN=[N+]=[N-])=O)OCCCC(OCCOCCOCCN=[N+]=[N-])=O)=O 3,4,5-tris(4-{2-[2-(2-azidoethoxy)ethoxy]ethoxy}-4-oxobutoxy)benzoic acid